O=C1NC(C=CC1N1C(C2=CC=CC=C2C1=O)=O)=O 2-(2,6-dioxopyridin-3-yl)isoindolin-1,3-dione